COC1=CC=C(C=C1)C1=NN2C(=NC=3C=CC(=CC3C2=N1)C)N[C@H]1C(NCCCC1)=O (3R)-3-{[2-(4-methoxyphenyl)-9-methyl-[1,2,4]triazolo[1,5-c]quinazolin-5-yl]amino}azepan-2-one